(1R,2S)-5'-methoxy-2-(3-{[3-methoxy-6-(oxetan-3-yl)pyrazin-2-yl]amino}-1H-indazol-6-yl)spiro[cyclopropane-1,3'-indol]-2'(1'H)-one COC=1C=C2[C@]3(C(NC2=CC1)=O)[C@@H](C3)C3=CC=C1C(=NNC1=C3)NC3=NC(=CN=C3OC)C3COC3